tert-butyl 7-((3,7-di(azetidin-1-yl)-4',5',7'-trifluoro-5,5-dimethyl-3'-oxo-3'H,5H-spiro[dibenzo[b,e]siline-10,1'-isobenzofuran]-6'-yl)oxy)heptanoate N1(CCC1)C=1C=CC2=C([Si](C3=C(C=CC(=C3)N3CCC3)C23OC(C2=C(C(=C(C(=C32)F)OCCCCCCC(=O)OC(C)(C)C)F)F)=O)(C)C)C1